C1(=CC=CC=C1)N1C(N(C(C1)=O)CC1=NC(=NO1)C=1SC=CC1)=O 1-phenyl-3-{[3-(thiophen-2-yl)-1,2,4-oxadiazol-5-yl]methyl}imidazolidine-2,4-dione